C1(CC1)[C@@](CNC(=O)C=1C=C2C=CC=NC2=C(C1)OC)(O)C=1C=C2C(=C(N1)C1=CC=C(C=C1)F)OC[C@@]2(N2C=NN=C2)C N-((S)-2-cyclopropyl-2-((R)-7-(4-fluorophenyl)-3-methyl-3-(4H-1,2,4-triazol-4-yl)-2,3-dihydrofuro[2,3-c]pyridin-5-yl)-2-hydroxyethyl)-8-methoxyquinoline-6-carboxamide